OC(=O)C(F)(F)F.ClC=1C=CC(=C(C#N)C1)N1CCC2(CC1)C=1C=CC(=NC1CN(C2)C[C@@H]2NC[C@H](C2)O)C2=C(C=CC=C2)OCC 5-chloro-2-[2-(2-ethoxyphenyl)-7-[[(2R,4S)-4-hydroxypyrrolidin-2-yl]methyl]spiro[6,8-dihydro-1,7-naphthyridine-5,4'-piperidine]-1'-yl]benzonitrile TFA salt